C(C1=CC=CC=C1)N1N=CC(=C1)C(=O)N1CC2(CN(C2)C(=O)[C@@H]2C(C2)(C)C)[C@@H](C1)C(=O)NC=1C=NC(=CC1)CC1=CC=CC=C1 (S)-6-(1-benzyl-1H-pyrazole-4-carbonyl)-N-(6-benzylpyridin-3-yl)-2-((S)-2,2-dimethylcyclopropane-1-carbonyl)-2,6-diazaspiro[3.4]octane-8-carboxamide